ClC1=NC=C(C(=N1)NCC1=CC=C(C=C1)N1N=C(C=C1C)C(F)(F)F)/C=C/C(=O)OC methyl (E)-3-(2-chloro-4-((4-(5-methyl-3-(trifluoromethyl)-1H-pyrazol-1-yl)benzyl)amino)pyrimidin-5-yl)acrylate